COC=1C=CC=2N(C1)N=CC2C(=O)N2[C@H](C1=C(CC2)NC=N1)C1=NN2C(C(=CC=C2)C(F)(F)F)=C1 (R)-(6-methoxypyrazolo[1,5-a]pyridin-3-yl)(4-(4-(trifluoromethyl)pyrazolo[1,5-a]pyridin-2-yl)-6,7-dihydro-1H-imidazo[4,5-c]pyridin-5(4H)-yl)methanone